4-(2-hydroxyethoxy)-3-methyl-1,2,5-oxadiazole 2-oxide OCCOC=1C(=[N+](ON1)[O-])C